2-(5-(((1R,2R,3S,5S)-2-fluoro-8-azabicyclo[3.2.1]octan-3-yl)(methyl)amino)pyrazin-2-yl)-5-(6-methoxypyridazin-4-yl)phenol F[C@@H]1[C@H]2CC[C@@H](C[C@@H]1N(C=1N=CC(=NC1)C1=C(C=C(C=C1)C1=CN=NC(=C1)OC)O)C)N2